(N-(((9H-Fluoren-9-yl)methoxy)carbonyl)-2-((5-((tert-butoxycarbonyl)(4,4-difluorocyclohexyl)amino)pentyl)oxy)-4-methylphenylsulfonimidoyl)-L-proline C1=CC=CC=2C3=CC=CC=C3C(C12)COC(=O)N=S(=O)(C1=C(C=C(C=C1)C)OCCCCCN(C1CCC(CC1)(F)F)C(=O)OC(C)(C)C)N1[C@@H](CCC1)C(=O)O